1-(2,2,2-trifluoroethyl)pyrrolidine-3-carboxylic acid FC(CN1CC(CC1)C(=O)O)(F)F